CC1(CN(C=2C1=NC(=CC2)C)C(=O)C2CCC(CC2)NC(OC(C)(C)C)=O)C tert-Butyl ((1r,4r)-4-(3,3,5-trimethyl-2,3-dihydro-1H-pyrrolo[3,2-b]pyridine-1-carbonyl)cyclohexyl)carbamate